1-[(2S,4R)-4-({4-[(2-Aminoethyl)thio]phenyl}amino)-2-methyl-3,4-dihydroquinolin-1(2H)-yl]propan-1-one hydrochloride Cl.NCCSC1=CC=C(C=C1)N[C@@H]1C[C@@H](N(C2=CC=CC=C12)C(CC)=O)C